acryloyloxypropyl-diphenyl-monomethoxysilane silicon [Si].C(C=C)(=O)OCCC[Si](OC)(C1=CC=CC=C1)C1=CC=CC=C1